(+/-)-4-[2-(3-chlorophenyl)azepan-1-yl]-6-methyl-pyrimidin-2-amine ClC=1C=C(C=CC1)[C@@H]1N(CCCCC1)C1=NC(=NC(=C1)C)N |r|